Tert-butyl 3-[[2-[(2R)-3-(3,4-dihydro-1H-isoquinolin-2-yl)-2-hydroxypropyl]-1-oxo-3,4-dihydroisoquinolin-6-yl]oxy]piperidine-1-carboxylate C1N(CCC2=CC=CC=C12)C[C@H](CN1C(C2=CC=C(C=C2CC1)OC1CN(CCC1)C(=O)OC(C)(C)C)=O)O